NC=1C=C(C=CC1N1CCN(CC1)C)N1N=NC(=C1)C(=O)NCCCN1CCOCC1 1-(3-amino-4-(4-methylpiperazin-1-yl)phenyl)-N-(3-morpholinopropyl)-1H-1,2,3-triazole-4-carboxamide